ClC=1C=C(C=CC1)[C@H]1[C@@H](CN(CC1)C(=O)C=1C=2N(C=CC1)C=NC2)NC(=O)C=2NC=C(N2)C N-((3S,4S)-4-(3-chlorophenyl)-1-(imidazo[1,5-a]pyridine-8-carbonyl)piperidin-3-yl)-4-methyl-1H-imidazole-2-carboxamide